tert-butyl N-(tert-butoxycarbonylamino)-N-(6-chloro-5-fluoro-3-pyridyl)-carbamate C(C)(C)(C)OC(=O)NN(C(OC(C)(C)C)=O)C=1C=NC(=C(C1)F)Cl